FC1=C(C=CC=C1)CC(=O)NC1=CC(=C(C=C1)N1N=NC(=C1)C(F)(F)F)S(N)(=O)=O 2-(2-Fluorophenyl)-N-{3-sulfamoyl-4-[4-(trifluoromethyl)-1H-1,2,3-triazol-1-yl]phenyl}acetamide